3-O-[(R)-1-carboxyethyl]-2-Deoxy-D-glucopyranose C(=O)(O)[C@@H](C)O[C@@H]1CC(O)O[C@@H]([C@H]1O)CO